C(C)OC(=O)C=1C(=NC(=NC1NC1(CC1)C)SC)C 4-Methyl-6-[(1-methylcyclopropyl)amino]-2-methylsulfanyl-pyrimidine-5-carboxylic acid ethyl ester